N-(7-methoxy-4-(1-methyl-5-phenyl-1H-pyrazol-4-yl)pyrido[3,2-d]pyrimidin-6-yl)-1-(trifluoromethyl)cyclopropane-1-carboxamide COC1=CC=2N=CN=C(C2N=C1NC(=O)C1(CC1)C(F)(F)F)C=1C=NN(C1C1=CC=CC=C1)C